Cl.COC([C@@H](N)CS)=O L-cysteine methyl ester hydrochloride